CC1=NOC(=C1C=1C=C2C(=NC1)C(=C(N2[C@@H](C)C2=NC=CC=C2)C(F)(F)F)C=2C=NN(C2)C)C (S)-3,5-dimethyl-4-(3-(1-methyl-1H-pyrazol-4-yl)-1-(1-(pyridin-2-yl)ethyl)-2-(trifluoromethyl)-1H-pyrrolo[3,2-b]pyridin-6-yl)isoxazole